FC=1C=C(OCC=2C=C3C(=NN(C3=CC2)C2OCCCC2)I)C=C(C1)F 5-((3,5-difluorophenoxy)methyl)-3-iodo-1-(tetrahydro-2H-pyran-2-yl)-1H-indazole